C1(C=CC=C1)[Ti](C1=C(C(=CC=C1F)N(CCC(CCCC)CC)CC(CCC)(C)C)F)(C1=C(C(=CC=C1F)N(CCC(CCCC)CC)CC(CCC)(C)C)F)C1C=CC=C1 bis(cyclopentadienyl)bis[2,6-difluoro-3-(N-(3-ethylheptyl)-2,2-dimethylpentanylamino)phenyl]titanium